N'-(2-chloroacetyl)-4-(benzyloxy)benzoyl-hydrazine ClCC(=O)NNC(C1=CC=C(C=C1)OCC1=CC=CC=C1)=O